propionic acid 2-(1-(3,3-dimethylcyclohexyl) ethoxy)-2-methylpropyl ester CC1(CC(CCC1)C(C)OC(COC(CC)=O)(C)C)C